(R)-4-((1-((2,4-Dichlorophenyl)sulfonyl)-3-(((2-hydroxypropyl)amino)methyl)azetidin-3-yl)methoxy)-2-fluorobenzonitrile hydrochloride Cl.ClC1=C(C=CC(=C1)Cl)S(=O)(=O)N1CC(C1)(CNC[C@@H](C)O)COC1=CC(=C(C#N)C=C1)F